FC(CNC1CCC(CC1)NC(=O)C=1C2=C(N=C(N1)N1C=NC=C1)C=CS2)(C)F N-((1r,4r)-4-((2,2-difluoropropyl)amino)cyclohexyl)-2-(1H-imidazol-1-yl)thieno[3,2-d]pyrimidine-4-carboxamide